N-(2,4-difluoro-3-(5-(4-methoxyphenyl)-1H-pyrrolo[2,3-b]pyridine-3-carbonyl)phenyl)-1-phenylmethanesulfonamide FC1=C(C=CC(=C1C(=O)C1=CNC2=NC=C(C=C21)C2=CC=C(C=C2)OC)F)NS(=O)(=O)CC2=CC=CC=C2